1-Bromo-3-phenylpropane BrCCCC1=CC=CC=C1